C1=CC(=CC=2OC3=CC=CC=C3N(C12)C(=O)OC(C)(C)C)C(=O)OC 10-(tert-butyl) 3-methyl 10H-phenoxazine-3,10-dicarboxylate